ClC=1C(=CC2=C(C[C@@](O2)([C@H]2NCCC2)C2=CC=CC=C2)C1C=1C(=CC2=C(OCCO2)C1F)C(=O)N)F 7-((2S,4R)-5-chloro-6-fluoro-2-phenyl-2-((S)-pyrrolidin-2-yl)-2,3-dihydrobenzofuran-4-yl)-8-fluoro-2,3-dihydrobenzo[b][1,4]dioxine-6-carboxamide